BrC1=CC=2C[C@H](N3C([C@H](CCC(=C1)C32)NC(C(F)(F)F)=O)=O)C(=O)OC methyl (2S,11S)-6-bromo-12-oxo-11-(2,2,2-trifluoroacetamido)-1-azatricyclo[6.4.1.0^[4,13]]trideca-4(13),5,7-triene-2-carboxylate